ethyl 4-ethoxy-5-fluoropicolinate C(C)OC1=CC(=NC=C1F)C(=O)OCC